4,4'-bis(benzyloxy)-2-bromo-5-ethyl-2'-fluoro-1,1'-biphenyl C(C1=CC=CC=C1)OC1=CC(=C(C=C1CC)C1=C(C=C(C=C1)OCC1=CC=CC=C1)F)Br